4-(6-ethoxypyridin-2-yl)-N-(4-methylpyridin-2-yl)thiazol-2-amine C(C)OC1=CC=CC(=N1)C=1N=C(SC1)NC1=NC=CC(=C1)C